5-methyl-N-{3-[(5-methyl-1,3,4-thiadiazol-2-yl)sulfanyl]propyl}-1H,4H,5H,6H,7H-pyrazolo[4,3-c]pyridine-3-carboxamide CN1CC2=C(CC1)NN=C2C(=O)NCCCSC=2SC(=NN2)C